BrC1=NC=CC(=C1F)N(C1=NC(NC2=CC=CC(=C12)F)=O)CC(F)F 4-[(2-bromo-3-fluoro-4-pyridyl)-(2,2-difluoroethyl)amino]-5-fluoro-1H-quinazolin-2-one